tert-Butyl ((1S,2R)-2-fluorocyclopropyl)carbamate F[C@H]1[C@H](C1)NC(OC(C)(C)C)=O